5-fluorobenzo[b]thiophene-3-carbonitrile ditrifluoroacetate FC(C(=O)O)(F)F.FC(C(=O)O)(F)F.FC1=CC2=C(SC=C2C#N)C=C1